rac-N-{[4-(1,4-dimethyl-1H-pyrazol-5-yl)-2,5-dioxoimidazolidin-4-yl]methyl}-4'-(trifluoromethyl)[biphenyl]-2-carboxamide CN1N=CC(=C1[C@]1(NC(NC1=O)=O)CNC(=O)C=1C(=CC=CC1)C1=CC=C(C=C1)C(F)(F)F)C |r|